OC1=C(C(=O)O)C=CC(=C1)N(C(=O)[C@@H]1N(CC1)S(=O)(=O)C1=C(C(=C(C(=C1F)F)F)F)F)CC=1C=NC(=CC1)C1CCOCC1 (R)-2-hydroxy-4-(1-((perfluorophenyl)sulfonyl)-N-((6-(tetrahydro-2H-pyran-4-yl)pyridin-3-yl)methyl)azetidine-2-carboxamido)benzoic acid